O[C@@H](C1=C(C=C(C=C1)C=1C=C(C(=O)NC)C=CC1)C)[C@H]1O[C@H]([C@H]([C@@H]([C@H]1O)O)O)CO 3-[4-[(S)-hydroxy-[(2R,3R,4S,5S,6S)-3,4,5-trihydroxy-6-(hydroxymethyl)tetrahydropyran-2-yl]methyl]-3-methyl-phenyl]-N-methyl-benzamide